6-methyl-1-[[4-[5-(trifluoromethyl)-1,2,4-oxadiazol-3-yl]-2-thienyl]methyl]pyridin-2-one CC1=CC=CC(N1CC=1SC=C(C1)C1=NOC(=N1)C(F)(F)F)=O